ClC1=C(C(=NC=N1)NC1=C(C=C(C(=C1)C1=CC(=NC=C1)OCC1CC1)F)N1C[C@@H](N(CC1)C)C)N (S)-6-chloro-N4-(5-(2-(cyclopropylmethoxy)pyridin-4-yl)-2-(3,4-dimethylpiperazin-1-yl)-4-fluorophenyl)pyrimidine-4,5-diamine